methyl 2-cyclopropyl-7-isopropoxyimidazo[1,2-a]pyridine-6-carboxylate C1(CC1)C=1N=C2N(C=C(C(=C2)OC(C)C)C(=O)OC)C1